O1CC(C1)OC1=NC(=NC=C1C(F)(F)F)N[C@H]1C[C@H](CCC1)C(=O)N1CCCCC1 [(1S,3R)-3-[[4-(oxetan-3-yloxy)-5-(trifluoromethyl)pyrimidin-2-yl]amino]cyclohexyl]-(1-piperidyl)methanone